(R)-3-(2,6-difluorophenyl)-3-hydroxy-N-(1-(6-((2,2,2-trifluoroethyl)amino)pyridin-2-yl)cyclopropyl)butanamide FC1=C(C(=CC=C1)F)[C@](CC(=O)NC1(CC1)C1=NC(=CC=C1)NCC(F)(F)F)(C)O